ethyl 1-(3-chloropyridin-2-yl)-3-((phenylsulfonyl) oxy)-4,5-dihydro-1H-pyrazole-5-carboxylate ClC=1C(=NC=CC1)N1N=C(CC1C(=O)OCC)OS(=O)(=O)C1=CC=CC=C1